FC(C(=O)O)(F)F.ClC1=CC=2C=C3N(C(=NN(C3=O)CC(=O)N[C@H]3CN(CCC3)C)C(C)C)C2S1 R-2-(2-CHLORO-8-ISOPROPYL-5-OXOTHIENO[3',2':4,5]PYRROLO[1,2-D][1,2,4]TRIAZIN-6(5H)-YL)-N-(1-METHYLPIPERIDIN-3-YL)ACETAMIDE 2,2,2-TRIFLUOROACETATE